FC1=CC2=C([C@@H](C=C3C(O2)=CC=CC3)CNC)C=C1 |o1:5| (R*)-1-(7-fluoro-10,1-dihydrodibenzo[b,f]oxepin-10-yl)-N-methylmethanamine